[N+](=O)([O-])C=1C(=NON1)OCC1(COC1)CN=[N+]=[N-] 3-(4-nitrofurazan-3-oxymethyl)-3-azidomethyl-oxetane